(S)-tert-butyl (1-(3-(2-(dimethylamino)ethyl)-1H-indol-1-yl)-1-oxopropan-2-yl)carbamate CN(CCC1=CN(C2=CC=CC=C12)C([C@H](C)NC(OC(C)(C)C)=O)=O)C